(R)-8-(2-(6-(3-fluoropyrrolidin-1-yl)pyridin-3-yl)thiazolo[4,5-b]pyridin-6-yl)-1,4-dioxa-8-azaspiro[4.5]decane F[C@H]1CN(CC1)C1=CC=C(C=N1)C=1SC=2C(=NC=C(C2)N2CCC3(OCCO3)CC2)N1